C(C1=CC=CC=C1)NC1=CC(N(N=C1C1=C(C=CC=C1)C(F)(F)F)CCO)=O 5-(benzylamino)-2-(2-hydroxyethyl)-6-[2-(trifluoromethyl)phenyl]pyridazin-3-one